3,5-bis(trifluoromethyl)phenylisothiocyanoamide FC(C=1C=C(C=C(C1)C(F)(F)F)[N-]N=C=S)(F)F